5-fluoro-N-[rac-(1S)-1-[[(3-amino-3-oxo-propyl)-(2-chloro-2-fluoro-acetyl)amino]carbamoyl]-3-methyl-butyl]-1H-indole-2-carboxamide FC=1C=C2C=C(NC2=CC1)C(=O)N[C@@H](CC(C)C)C(NN(C(C(F)Cl)=O)CCC(=O)N)=O |r|